1,17-Dichloro-3,6,9,12,15-penta-oxaheptadecan ClCCOCCOCCOCCOCCOCCCl